2-amino-N-[4-[6-[(cis)-2,6-dimethylmorpholin-4-yl]-2-pyridyl]thiazol-2-yl]acetamide hydrochloride salt Cl.NCC(=O)NC=1SC=C(N1)C1=NC(=CC=C1)N1C[C@H](O[C@H](C1)C)C